5,7-Dihydroxy-2-(4-hydroxy-3-methoxyphenyl)-4H-1-benzopyran OC1=CC(=CC2=C1CC=C(O2)C2=CC(=C(C=C2)O)OC)O